7-Fluoro-6-phenylamino-3H-benzoimidazole-5-carboxylic acid methyl ester COC(=O)C1=CC2=C(N=CN2)C(=C1NC1=CC=CC=C1)F